C1(CC1)OC1=C(C=C(C=C1)N1CCC(CC1)N1CCN(CC1)C)[N+](=O)[O-] 1-(1-(4-Cyclopropoxy-3-nitrophenyl)piperidin-4-yl)-4-methylpiperazine